4-amino-1-((2r,4r,5r)-3,3-difluoro-4-hydroxy-5-(hydroxymethyl)tetrahydrofuran-2-yl)pyrimidin-2(1H)-one NC1=NC(N(C=C1)[C@@H]1O[C@@H]([C@H](C1(F)F)O)CO)=O